NC(C(=O)O)CC1=CC(NC2=CC=CC=C12)=O 2-amino-3-(2-oxo-1,2-dihydroquinolin-4-yl)propionic acid